9-[1-(2,2-difluoroethyl)-1H-pyrazolo[3,4-b]pyrazin-6-yl]-2-[6-(trifluoromethyl)pyridin-2-yl]-2,9-diazaspiro[5.5]undecane FC(CN1N=CC=2C1=NC(=CN2)N2CCC1(CCCN(C1)C1=NC(=CC=C1)C(F)(F)F)CC2)F